(3R)-3-[9H-fluoren-9-ylmethoxycarbonyl-(methyl)amino]-4-oxo-4-pyrrolidin-1-ylbutanoic acid C1=CC=CC=2C3=CC=CC=C3C(C12)COC(=O)N([C@H](CC(=O)O)C(N1CCCC1)=O)C